C(CCCCCCC\C=C/C\C=C/CCCCC)(=O)NCCCC(=O)O N-linoleoyl-γ-aminobutyric acid